(R)-N-((S)-1-(3,5-difluorophenyl)but-3-en-1-yl)-2-methylpropane-2-sulfinamide FC=1C=C(C=C(C1)F)[C@H](CC=C)N[S@](=O)C(C)(C)C